[Pb+](I)(I)I.C(=[NH2+])N Formamidinium Lead Triiodide